(2Z,4E)-2,5-dichloro-1,1,1,6,6,6-hexafluorohexa-2,4-diene Cl\C(\C(F)(F)F)=C/C=C(\C(F)(F)F)/Cl